(3R)-3-(methoxymethyl)pyrrolidine COC[C@H]1CNCC1